(3-bromoimidazo[1,2-a]pyridin-6-yl)(methyl)carbamic acid tert-butyl ester C(C)(C)(C)OC(N(C)C=1C=CC=2N(C1)C(=CN2)Br)=O